1-((S)-hydroxy((S)-5H-imidazo[5,1-a]isoindol-5-yl)methyl)cyclopropane-1-carboxamide O[C@@H](C1(CC1)C(=O)N)[C@H]1N2C(C3=CC=CC=C13)=CN=C2